C[C@]1(OC1)C(=O)OC |r| racemic-methyl 2-methyloxirane-2-carboxylate